C(C1=CC=CC=C1)NC1=NC(=NN2C1=CC=C2C2=CCCN(C2)C(=O)OC(C)(C)C)Cl tert-butyl 5-(4-(benzylamino)-2-chloropyrrolo[2,1-f][1,2,4]triazin-7-yl)-3,6-dihydropyridine-1(2H)-carboxylate